1-(2,2-difluoroethyl)-5-methyl-6-(2-(2-(trifluoromethyl)pyrimidin-4-yl)-2,8-diazaspiro[4.5]decan-8-yl)-1,5-dihydro-4H-pyrazolo[3,4-d]pyrimidin-4-one FC(CN1N=CC2=C1N=C(N(C2=O)C)N2CCC1(CCN(C1)C1=NC(=NC=C1)C(F)(F)F)CC2)F